6-(1-methyl-1H-pyrazol-4-yl)-4-(6-(6-(3-(methylsulfonyl)benzyl)-3,6-diazabicyclo[3.1.1]heptan-3-yl)pyridin-3-yl)pyrazolo[1,5-a]pyridine-3-carbonitrile CN1N=CC(=C1)C=1C=C(C=2N(C1)N=CC2C#N)C=2C=NC(=CC2)N2CC1N(C(C2)C1)CC1=CC(=CC=C1)S(=O)(=O)C